C(C)OC=1C(=NC(=NC1)C)N ethoxy-2-methylpyrimidin-4-amine